tert-butyl 3-(7-bromo-5,8-difluoro-6-(8-fluoro-3-(methoxymethoxy)naphthalen-1-yl)-2-(methylsulfonyl)quinazolin-4-yl)-3,8-diazabicyclo[3.2.1]octane-8-carboxylate BrC1=C(C(=C2C(=NC(=NC2=C1F)S(=O)(=O)C)N1CC2CCC(C1)N2C(=O)OC(C)(C)C)F)C2=CC(=CC1=CC=CC(=C21)F)OCOC